O[C@@]1(CCC[C@H]2CC[C@]3([C@]4(CC5[C@H](O5)[C@H]4CCC3C12)C)C(CN1N=CC(=C1)C#N)=O)C 1-(2-((2aR,4R,6aS,6bR,8aS,8bS,9aR,10aS,10bR)-4-Hydroxy-4,8a-dimethylhexadecahydro-8bH-naphtho[2',1':4,5]indeno[1,2-b]oxiren-8b-yl)-2-oxoethyl)-1H-pyrazole-4-carbonitrile